NCC1=NNC(C2=CC=C(C=C12)C1=NNC=C1C1=CC=CC=C1)=O 4-(AMINOMETHYL)-6-(PHENYLPYRAZOLYL)PHTHALAZINONE